CC([C@H](C(=O)N[C@@H](C(=O)NC1=CC(=C(C=C1)COC(=O)OC1=CC=C(C=C1)[N+](=O)[O-])COCC#C)CCCNC(=O)N)NC(OC(C)(C)C)=O)C tert-butyl ((R)-3-methyl-1-(((R)-1-((4-((((4-nitrophenoxy)carbonyl)oxy)methyl)-3-((prop-2-yn-1-yloxy)methyl)phenyl)amino)-1-oxo-5-ureidopentan-2-yl)amino)-1-oxobutan-2-yl)carbamate